FC(CN1C(=NC=2C1=NC(=CC2)C=2C=CN1N=C(N=CC12)NC1CC2(COC2)C1)C)F 5-(3-(2,2-difluoroethyl)-2-methyl-3H-imidazo[4,5-b]pyridin-5-yl)-N-(2-oxaspiro[3.3]heptan-6-yl)pyrrolo[2,1-f][1,2,4]triazin-2-amine